[Br-].C(=O)(O)C[N+]1=CSC2=C1C=CC=C2 3-(carboxymethyl)benzothiazolium bromide